BrC1=NC(=CC=C1)C1=NN=CN1[C@@H](C)C1=C(C=CC=C1)F (S)-2-Bromo-6-(4-(1-(2-fluorophenyl)ethyl)-4H-1,2,4-triazol-3-yl)pyridine